NC=1C=C(C(C(=O)OC(=O)O)=CC1)O carboxyl para-aminosalicylate